C(C)(=O)C1=NN(C2=CN=C(C=C21)C=2C=NC(=NC2)C)CC(=O)N2[C@@H]1C[C@@]1(C[C@H]2C(=O)NC2=NC(=CC=C2C)Br)CC(C)=O (1R,3S,5R)-2-(2-(3-Acetyl-5-(2-methylpyrimidin-5-yl)-1H-pyrazolo[3,4-c]pyridin-1-yl)acetyl)-N-(6-bromo-3-methylpyridin-2-yl)-5-(2-oxopropyl)-2-azabicyclo[3.1.0]hexane-3-carboxamide